[V].[Cd] cadmium-vanadium